3-((4-(4-((1-(3-(4-(4-amino-3-(4-phenoxyphenyl)-1H-pyrazolo[3,4-d]pyrimidin-1-yl)piperidin-1-yl)propyl)piperidin-4-yl)methyl)piperazin-1-yl)phenyl)amino)piperidine-2,6-dione NC1=C2C(=NC=N1)N(N=C2C2=CC=C(C=C2)OC2=CC=CC=C2)C2CCN(CC2)CCCN2CCC(CC2)CN2CCN(CC2)C2=CC=C(C=C2)NC2C(NC(CC2)=O)=O